ClC1=NC=C(C(=N1)Cl)F 2,4-dichloro-5-fluoropyrimidine